C(C)(C)(C)OC(=O)N/C(=N/C(=O)OC(C)(C)C)/NC1=CC=C(C(=O)OC=2C=3N(C(=CC2)CC(=O)OC(C)(C)C)C=CN3)C=C1 5-[2-(tert-butoxy)-2-oxoethyl]imidazo[1,2-a]pyridin-8-yl 4-{[(1E)-{[(tert-butoxy)carbonyl]amino}({[(tert-butoxy)carbonyl]imino})methyl] amino}benzoate